tolylaminothiocarbonyl-phenylalanine-benzyl ester C(C1=CC=CC=C1)OC([C@@H](NC(=S)NC1=C(C=CC=C1)C)CC1=CC=CC=C1)=O